BrC1=C(C(=C(C(=C1C)C)B(O)O)C)C 4-bromo-2,3,5,6-tetramethylphenylboronic acid